3-phenyl-4-propyl-1-(pyridin-2-yl)-1H-pyrazole-5-ol hydrochloride Cl.C1(=CC=CC=C1)C1=NN(C(=C1CCC)O)C1=NC=CC=C1